2-Chloro-6-((2,4-dimethoxybenzyl)amino)-5-nitropyrimidine-4-carboxylic acid ethyl ester C(C)OC(=O)C1=NC(=NC(=C1[N+](=O)[O-])NCC1=C(C=C(C=C1)OC)OC)Cl